2-[1-[(2-methylphenyl)methyl]-5-oxopyrrolidin-2-yl]-N-(1-methyl-1H-1,2,4-triazol-5-yl)acetamid CC1=C(C=CC=C1)CN1C(CCC1=O)CC(=O)NC1=NC=NN1C